S1C(=NC2=C1C=CC=C2)NC(=O)C=2C=CC=C1CCN(CC21)C2=CC=C(C(=N2)C(=O)O)C=2C=NN(C2C2CC2)CC2CCCCC2 6-[8-(1,3-benzothiazol-2-ylcarbamoyl)-3,4-dihydroisoquinolin-2(1H)-yl]-3-[1-(cyclohexylmethyl)-5-cyclopropyl-1H-pyrazol-4-yl]pyridine-2-carboxylic acid